4-fluoro-N-[(1s,4s)-4-{[2-(trifluoromethyl)-1-benzothiophen-7-yl]amino}cyclohexyl]benzamide FC1=CC=C(C(=O)NC2CCC(CC2)NC2=CC=CC=3C=C(SC32)C(F)(F)F)C=C1